FC1=C(COP2(OCC3=C(O2)C=C(O3)N3C(NC(C(=C3)F)=O)=O)=O)C(=CC(=C1)F)F 1-((4AR,6R,7aS)-2-(2,4,6-trifluorobenzyloxy)-2-oxo-4H-furo[3,2-d][1,3,2]dioxaphosphorin-6-yl)-5-fluoropyrimidine-2,4(1H,3H)-dione